Benzyl N-methyl-N-{2-[(1-methyl-1H-pyrazol-4-yl)(sulfamoyl)amino]-ethyl}carbamate CN(C(OCC1=CC=CC=C1)=O)CCN(S(N)(=O)=O)C=1C=NN(C1)C